The molecule is the radioactive isotope of phosphorus with relative atomic mass 32.971725, half-life of 25.34 days and nuclear spin (1)/2. [33PH3]